ClC1=NC(=CC2=C1N(C=N2)C(C)C)C2=CC=C1C(=C2)N(C(C12CCN(CC2)C(=O)OC(C)(C)C)=O)C2CC(C2)N(C)C tert-butyl 6-{4-chloro-3-isopropylimidazo[4,5-c]pyridin-6-yl}-2-oxo-1-[(1s,3s)-3-(dimethylamino)cyclobutyl]spiro[indole-3,4'-piperidine]-1'-carboxylate